ClC1=C(C(=CC=C1F)Cl)[C@@H](C)OC=1C=CN=NC1N 5-[(1R)-1-(2,6-dichloro-3-fluorophenyl)ethoxy]-6-aminopyridazin